Cl.ClC1=CC(=C(C(=C1)C)C1=CC2=C(N=N1)N(C=C2)CC(=O)N([C@@H]2CN(CC2)C)C)O 2-[3-(4-Chloro-2-hydroxy-6-methylphenyl)-7H-pyrrolo[2,3-c]pyridazin-7-yl]-N-methyl-N-[(3S)-1-methylpyrrolidin-3-yl]acetamide hydrochloride